(5S)-{[2-(4-carboxyphenyl)ethyl][2-(2-{[3-chloro-4'-(trifluoromethyl)biphenyl-4-yl]methoxy}-phenyl)-ethyl]-amino}-5,6,7,8-tetrahydroquinoline-2-carboxylic acid C(=O)(O)C1=CC=C(C=C1)CCN(CCC1=C(C=CC=C1)OCC1=C(C=C(C=C1)C1=CC=C(C=C1)C(F)(F)F)Cl)C=1C(=NC=2CCCCC2C1)C(=O)O